6-(4-(3-(2,6-dioxopiperidin-3-yl)benzyl)piperazin-1-yl)-2-(4-phenoxyphenyl)nicotinamide O=C1NC(CCC1C=1C=C(CN2CCN(CC2)C2=NC(=C(C(=O)N)C=C2)C2=CC=C(C=C2)OC2=CC=CC=C2)C=CC1)=O